N[C@H](C(=O)O)CCO (2S)-2-amino-4-hydroxybutyric acid